COC=1C=NC=CC1N1N=C2C(=CC1=O)NN=C2C2=CC=C(C=C2)N2CCN(CC2)C 5-(3-Methoxypyrid-4-yl)-3-(4-(4-methylpiperazin-1-yl)phenyl)-1H-pyrazolo[4,3-c]pyridazin-6(5H)-on